CO[Si](CCC[SiH2]N)(OC)OC (3-trimethoxysilylpropyl)silyl-Amine